FC1=C(C(=CC(=C1)C(F)(F)F)O)C=1C(N(C(=NN1)N[C@H]1CN(CCC1)C)C)=O (R)-6-(2-Fluoro-6-hydroxy-4-(trifluoromethyl)phenyl)-4-methyl-3-((1-methylpiperidin-3-yl)amino)-1,2,4-triazine-5(4H)-one